N-[4-[(3-chloro-4-fluorophenyl)amino]-7-methoxyquinazoline-6-yl]acetamide ClC=1C=C(C=CC1F)NC1=NC=NC2=CC(=C(C=C12)NC(C)=O)OC